2'-(6'-(Piperazin-1-yl)-[2,3'-bipyridin]-4-yl)-5',6'-dihydrospiro[cyclopropane-1,7'-pyrrolo[3,2-c]pyridin] N1(CCNCC1)C1=CC=C(C=N1)C1=NC=CC(=C1)C1=CC2=CNCC3(C2=N1)CC3